phenyl (6-(azetidin-1-yl)pyridin-3-yl)carbamate N1(CCC1)C1=CC=C(C=N1)NC(OC1=CC=CC=C1)=O